(4-(7-hydroxyquinolin-4-yl)piperazin-1-yl)(pyrrolidin-3-yl)methanone OC1=CC=C2C(=CC=NC2=C1)N1CCN(CC1)C(=O)C1CNCC1